NC1=C(C=CC=C1OCCCCN1CCN(CC1)C)O 2-Amino-3-[4-(4-methylpiperazin-1-yl)butoxy]phenol